C(C)(=O)N1[C@@H](C[C@H](CC1)N1N=CC=2C(=NC=3C(=C(C(=CC3C21)C#N)C2=CC=CC1=CC=CC(=C21)C#N)F)O[C@@H](C)[C@H]2N(CCC2)C)CC#N 1-((2S,4S)-1-acetyl-2-(cyanomethyl)piperidin-4-yl)-7-(8-cyanonaphthalen-1-yl)-6-fluoro-4-((S)-1-((S)-1-methyl-pyrrolidin-2-yl)ethoxy)-1H-pyrazolo[4,3-c]quinoline-8-carbonitrile